(E)-(2'-(1,2-bis(4-methoxyphenyl)vinyl)-6'-methyl-[1,1'-biphenyl]-2-yl)diphenylphosphine COC1=CC=C(C=C1)/C(=C\C1=CC=C(C=C1)OC)/C1=C(C(=CC=C1)C)C1=C(C=CC=C1)P(C1=CC=CC=C1)C1=CC=CC=C1